ClC=1C=C(C=NC1C=1OC=CN1)NC(=O)C=1C=NN(C1C(F)(F)F)C1=C2C=CC=NC2=C(C=C1)F N-(5-Chloro-6-(oxazol-2-yl)pyridin-3-yl)-1-(8-fluorochinolin-5-yl)-5-(trifluoromethyl)-1H-pyrazol-4-carboxamid